5-Nonadecylbenzene-1,3-diol C(CCCCCCCCCCCCCCCCCC)C=1C=C(C=C(C1)O)O